5,6-Dicyclopropyl-2-(4,4-difluoropiperidin-1-yl)-N-(2-sulfamoylpyridin-4-yl)-nicotinamide C1(CC1)C=1C(=NC(=C(C(=O)NC2=CC(=NC=C2)S(N)(=O)=O)C1)N1CCC(CC1)(F)F)C1CC1